9-{4-[(6-methylpyridin-2-yl)oxy]phenyl}-3,4-dihydropyrido[2,1-c][1,2,4]thiadiazine 2,2-dioxide CC1=CC=CC(=N1)OC1=CC=C(C=C1)C1=CC=CN2C1=NS(CC2)(=O)=O